rac-tert-butyl ((4-(((6-cyclopropylimidazo[1,2-a]pyridin-2-yl)methyl)(methyl)amino)-2-((1S*,2S*)-2-(4-methylpyrimidin-2-yl)cyclopropane-1-carboxamido)phenyl)sulfonyl)carbamate C1(CC1)C=1C=CC=2N(C1)C=C(N2)CN(C2=CC(=C(C=C2)S(=O)(=O)NC(OC(C)(C)C)=O)NC(=O)[C@@H]2[C@H](C2)C2=NC=CC(=N2)C)C |r|